tert-butyl 7-((3-cyano-5-fluoro phenyl)sulfonamido)-3-(difluoromethyl)-4-methyl-1H-indole-1-carboxylate C(#N)C=1C=C(C=C(C1)F)S(=O)(=O)NC=1C=CC(=C2C(=CN(C12)C(=O)OC(C)(C)C)C(F)F)C